(3aR,5s,6aS)-N-(4-(Difluoromethyl)-6-(4-(trifluoromethyl)pyridin-3-yl)pyridazin-3-yl)-2-((tetrahydro-2H-pyran-4-yl)methyl-d2)octahydrocyclopenta[c]pyrrol-5-amine FC(C1=C(N=NC(=C1)C=1C=NC=CC1C(F)(F)F)NC1C[C@@H]2[C@@H](CN(C2)C([2H])([2H])C2CCOCC2)C1)F